CN(C1CCN(CC1)C(=O)C=1C=C(C=CC1)N1N=C(C(C1=O)NNC1=CC=CC=C1)C1=CC=CC=C1)C 2-(3-(4-(Dimethylamino)piperidine-1-carbonyl)phenyl)-5-phenyl-4-(2-phenylhydrazino)-2,4-dihydro-3H-pyrazol-3-one